tert-butyl (1R,3R,5S)-3-{[8-(6-methoxypyridazin-4-yl)-6H-isochromeno[3,4-b]pyridin-3-yl]oxy}-8-azabicyclo[3.2.1]octane-8-carboxylate COC1=CC(=CN=N1)C=1C=CC2=C(C1)COC1=NC(=CC=C12)OC1C[C@H]2CC[C@@H](C1)N2C(=O)OC(C)(C)C